C1(C(C(C(C=C1)O)O)O)O rel-5-Cyclohexene-1,2,3,4-tetrol